2-cyano-3-(5,6-difluoro-8-nitro-quinolin-4-yl)-acrylic acid C(#N)C(C(=O)O)=CC1=CC=NC2=C(C=C(C(=C12)F)F)[N+](=O)[O-]